trans-5-[[4-[(3S)-3-(5-cyano-3-pyridyl)isoxazolidine-2-carbonyl]cyclohexyl]methyl]-2-methyl-benzamide C(#N)C=1C=C(C=NC1)[C@H]1N(OCC1)C(=O)[C@@H]1CC[C@H](CC1)CC=1C=CC(=C(C(=O)N)C1)C